C(C=CCCCC=C)O 2,7-Octadienol